C(C)(C)(C)OC(=O)N1[C@@H](C[C@@H](CC1)N(C)C=1N=NC(=CC1)I)C (cis)-tert-butyl-(2R,4R)-4-[(6-iodopyridazin-3-yl)(methyl)amino]-2-methylpiperidine-1-carboxylate